N1C(NC(C1)=O)=O imidazol-2,4(1H)-dion